(4aS,13bR)-10-chloro-4-methyl-1,2,3,4,4a,5,6,13b-octahydro-8H-[1,6]naphthyridino[5,6-b]quinazolin-8-one ClC=1C=C2C(N3C(=NC2=CC1)[C@@H]1CCCN([C@H]1CC3)C)=O